N,N'-bis-(2,2,6,6-tetramethyl-piperidin-4-yl)-hexane-1,6-di-amine CC1(NC(CC(C1)NCCCCCCNC1CC(NC(C1)(C)C)(C)C)(C)C)C